bis[3-(methoxy)propyl]zinc COCCC[Zn]CCCOC